methyl (2S,3R,4R,5S)-3-(3,4-difluoro-2-hydroxyphenyl)-4,5-dimethyl-5-(trifluoromethyl)tetrahydrofuran-2-carboxylate FC=1C(=C(C=CC1F)[C@@H]1[C@H](O[C@@]([C@@H]1C)(C(F)(F)F)C)C(=O)OC)O